ethyl 3-carbamoylpyrazolo[1,5-a]pyrimidine-7-carboxylate C(N)(=O)C=1C=NN2C1N=CC=C2C(=O)OCC